(2RS)-2-(4-Fluorophenyl)-3-methoxy-N-(4-(3-(pyridin-2-yl)-1H-pyrrolo[3,2-b]pyridin-2-yl)pyridin-2-yl)propanamid FC1=CC=C(C=C1)[C@@H](C(=O)NC1=NC=CC(=C1)C1=C(C2=NC=CC=C2N1)C1=NC=CC=C1)COC |r|